NC1=C(C(=NN1CCC(F)(F)F)C1=CC=C(C=C1)Br)C#N 5-amino-3-(4-bromophenyl)-1-(3,3,3-trifluoropropyl)pyrazole-4-carbonitrile